(perylene-3-yl)butyric acid methyl ester COC(C(CC)C=1C=CC=2C=3C=CC=C4C=CC=C(C5=CC=CC1C52)C43)=O